C1COCCN1C2=C3C=CC=C4C3=C(C=C2)C(=O)OC4=O 4-morpholinyl-1,8-naphthalic anhydride